NC[C@@H](C)NC(=O)C1=CC2=CC=CC(=C2C=C1)OC1=CC=C(C=C1)C(F)(F)F (R)-N-(1-aminopropan-2-yl)-5-(4-(trifluoromethyl)phenoxy)-2-naphthamide